COC1=CC=C(CN2CC(OCCC2)CN2CCC(CC2)C=2C=C(C=CC2)O)C=C1 3-{1-[(4-(4-methoxybenzyl)-1,4-oxazepan-2-yl)methyl]piperidin-4-yl}phenol